2-chloro-N-cyclobutyl-6-methyl-7-tosyl-7H-pyrrolo[2,3-d]Pyridin-4-amine ClC1=CC=2C(C(C(=NC2NC2CCC2)C)S(=O)(=O)C2=CC=C(C)C=C2)=N1